BrC1=C(C2=C(OCC(N2)=O)N=C1)C 7-bromo-8-methyl-1H,3H-pyrido[2,3-b][1,4]oxazin-2-one